(1R,3S,4S,5R,7R)-4-(3-hydroxybutyl)-5-methyl-10-methylene-8-oxatricyclo[5.3.0.03,5]decan-9-one OC(CC[C@H]1[C@@H]2C[C@@H]3C(C(O[C@@H]3C[C@]12C)=O)=C)C